ethyl 6-bromo-5-(1,3-dioxolan-2-yl)-1-isopropyl-1H-pyrrolo[3,2-b]pyridine-3-carboxylate BrC=1C=C2C(=NC1C1OCCO1)C(=CN2C(C)C)C(=O)OCC